6-(difluoromethoxy)-N-[(4-ethoxypyridin-3-yl)methyl]-5-fluoropyridine-3-carboxamide FC(OC1=C(C=C(C=N1)C(=O)NCC=1C=NC=CC1OCC)F)F